FC1=CC=C(C=C1)C1=NN=C(O1)C1=CN=CS1 5-(5-(4-fluorophenyl)-1,3,4-oxadiazol-2-yl)thiazole